3-acetyl-6,8-difluoro-2-(2,3,4-trifluoroanilino)-1H-quinolin-4-one C(C)(=O)C1=C(NC2=C(C=C(C=C2C1=O)F)F)NC1=C(C(=C(C=C1)F)F)F